4-Amino-7-bromo-2-oxo-1-(quinoxalin-6-yl)-1,2-dihydroquinoline-3-carboxylic acid methyl ester COC(=O)C=1C(N(C2=CC(=CC=C2C1N)Br)C=1C=C2N=CC=NC2=CC1)=O